FC=1C=CC(=C(C1)NS(=O)(=O)C1=CC=C(C=C1)NC(NCC=1C=NC=CC1)=O)OC 3-{4-[(5-fluoro-2-methoxyphenyl)sulfamoyl]phenyl}-1-(pyridin-3-ylmethyl)urea